tert-butyl-(1-(4-(((4-((6-amino-2-ethoxy-8-hydroxy-9H-purin-9-yl)methyl)-3-methoxybenzyl) amino)methyl)benzyl)piperidin-4-yl)carbamate C(C)(C)(C)OC(NC1CCN(CC1)CC1=CC=C(C=C1)CNCC1=CC(=C(C=C1)CN1C2=NC(=NC(=C2N=C1O)N)OCC)OC)=O